(R)-4-(Ethylsulfonamido)-N-(6-methyl-2-(2-methylmorpholino)pyrimidin-4-yl)-2-(6-azaspiro[2.5]octan-6-yl)benzamide C(C)S(=O)(=O)NC1=CC(=C(C(=O)NC2=NC(=NC(=C2)C)N2C[C@H](OCC2)C)C=C1)N1CCC2(CC2)CC1